ClC1=C(C=CC(=C1)Cl)C[C@H](C(N1CC(C1)N1N=CC=C1)=O)NC(OC(C)(C)C)=O tert-butyl N-[(2R)-3-(2,4-dichlorophenyl)-1-oxo-1-[3-(1H-pyrazol-1-yl)azetidin-1-yl]propan-2-yl]carbamate